(4-fluoro-2-(2-isopropyl-1H-imidazol-1-yl)phenoxy)-2-thioxo-2,3-dihydropyrimidin-4(1H)-one FC1=CC(=C(ON2C(NC(C=C2)=O)=S)C=C1)N1C(=NC=C1)C(C)C